CN1C=C(C(=CC1=O)C1=CC=CC=C1)C(=O)N methyl-6-oxo-4-phenyl-1,6-dihydropyridine-3-carboxamide